C(C1=CC=CC=C1)OC1=C(C=CC(=C1OCC1=CC=CC=C1)OCC1=CC=CC=C1)B(O)O 2,3,4-TRIS(BENZYLOXY)PHENYLBORONIC ACID